Methyl 5-bromo-6-(trifluoromethyl)nicotinate BrC=1C(=NC=C(C(=O)OC)C1)C(F)(F)F